COS(=O)(=O)CC1CN(C1)C=1C2=C(SC1)C=CC=C2 (1-(benzo[b]thiophen-3-yl)azetidin-3-yl)methanesulfonic acid methyl ester